ClC1=CC=C(C=C1)C1(CCN(CC1)C(=O)OC(C)(C)C)NS(=O)(=O)C=1C=NC(=CC1)OC(C)C tert-butyl 4-(4-chlorophenyl)-4-[(6-isopropoxy-3-pyridyl)sulfonylamino]piperidine-1-carboxylate